(6-(4-(3H-imidazo[4,5-b]pyridin-7-yl)-1H-pyrazol-1-yl)pyridin-3-yl)-2-(trifluoromethyl)propan-1-ol N1=CNC2=NC=CC(=C21)C=2C=NN(C2)C2=CC=C(C=N2)C(C(C)C(F)(F)F)O